C(CC(O)(C(=O)OCC(CC)CC)CC(=O)OCC(CC)CC)(=O)OCC(CC)CC tri(2-ethyl-1-butyl) citrate